2,6-diphenyl-4-p-nitrophenylpyridine C1(=CC=CC=C1)C1=NC(=CC(=C1)C1=CC=C(C=C1)[N+](=O)[O-])C1=CC=CC=C1